BrC1=C(C=C(C(=C1)OC)OC)COC1=C(C=C(C=C1)C1C=2C(NC(C1)=O)=NNC2)OC 4-{4-[(2-bromo-4,5-dimethoxyphenyl)methoxy]-3-methoxyphenyl}-2H,4H,5H,6H,7H-pyrazolo[3,4-b]pyridin-6-one